N-(4-cyano-2-(1-isopropylpiperidin-4-yl)pyridin-3-yl)-4-(5-((1S,2S)-2-fluorocyclopropyl)-1,2,4-oxadiazol-3-yl)-4-methylpiperidine-1-carboxamide C(#N)C1=C(C(=NC=C1)C1CCN(CC1)C(C)C)NC(=O)N1CCC(CC1)(C)C1=NOC(=N1)[C@H]1[C@H](C1)F